ethanesulfonic acid 2-cyano-2,2-dimethylethyl ester C(#N)C(COS(=O)(=O)CC)(C)C